C(C)(C)(C)C1N(CCCC1=CCO)C(=O)OC(CS(=O)(=O)C)C1=CC=C(C=C1)C racemic-2-methylsulfonyl-1-(4-methylphenyl)ethanol tert-butyl-3-(2-hydroxyethylidene)piperidine-1-carboxylate